OC1=CC=C2C=C(C(OC2=C1)=O)C(=O)OCC ethyl 7-hydroxy-2-oxochromene-3-carboxylate